BrC1=CC(=C(C=C1)NC(C=C)=O)F N-(4-bromo-2-fluorophenyl)acrylamide